C(C1=CC=CC=C1)(=O)N1CC=2N(C3=CC=CC=C3C2CC1)CCCCC(=O)NO 5-(2-benzoyl-1,2,3,4-tetrahydro-9H-pyrido[3,4-b]indol-9-yl)-N-hydroxypentanamide